3,5-DIBROMO-1H-PYRAZOLE-4-CARBALDEHYDE BrC1=NNC(=C1C=O)Br